C(#N)C1=CC=C(C=C1)N1C[C@@H](CCC1)C(=O)OC methyl (R)-1-(4-cyanophenyl)piperidine-3-carboxylate